OC1(C(=C(CC2OC3=CC=CC=C3C(C12)=O)O)C(=O)OC)C(=O)OC Dimethyl 1,3-dihydroxy-9-oxo-4,4a,9,9a-tetrahydro-1H-xanthene-1,2-dicarboxylate